C(C)(C)(C)OC(=O)N1CC2(C1)CC(C2)NC(=O)C=2OC(=CC2)S(=O)(=O)C 6-[(5-methylsulfonylfuran-2-carbonyl)amino]-2-azaspiro[3.3]Heptane-2-carboxylic acid tert-butyl ester